CN[C@H](CCC)C(=O)O N-methyl-D-norvaline